2-[2-(difluoromethyl)pyrimidin-4-yl]-3-iodo-1h,5h,6h,7h-pyrrolo[3,2-c]Pyridin-4-one FC(C1=NC=CC(=N1)C1=C(C=2C(NCCC2N1)=O)I)F